E-PHENYLETHENYLBORONIC ACID C1(=CC=CC=C1)/C=C/B(O)O